6-chloro-4-((1,3-difluoropropan-2-yl)amino)-N-methylnicotinamide ClC1=NC=C(C(=O)NC)C(=C1)NC(CF)CF